[N+](=O)([O-])C=1C=C(C=CC1)C1=NC2=C(N1)C=CC=C2 2-(3-nitrophenyl)-1H-benzo[d]imidazole